BrC1=CC(=C(C=C1C)N(C(C#CCC)=O)C1=CC=C2C(=N1)[C@@](CC2)(C)O)C2CC2 (S)-N-(4-bromo-2-cyclopropyl-5-methylphenyl)-N-(7-hydroxy-7-methyl-6,7-dihydro-5H-cyclopenta[b]pyridin-2-yl)pent-2-ynamide